5-((5-(4-(tert-Butyl)phenyl)pyridin-3-yl)methylene)thiazolidine-2,4-dione C(C)(C)(C)C1=CC=C(C=C1)C=1C=C(C=NC1)C=C1C(NC(S1)=O)=O